C1(CCCC1)NC1=CC=C2C(NC(=NC2=C1)CSC1CCNCC1)=O 7-(cyclopentylamino)-2-((piperidin-4-ylthio)methyl)quinazolin-4(3H)-one